(S)-1-cyclopropyl-N-(6-(trifluoromethyl)-2,3-dihydrobenzofuran-3-yl)-1H-pyrazol-4-amine C1(CC1)N1N=CC(=C1)N[C@@H]1COC2=C1C=CC(=C2)C(F)(F)F